C(C=C)(=O)N1C[C@@H](CCC1)N1C(N(C=2C=NC=CC21)C2=CC=C(C=C2)OC2=C(C(=CC=C2)Cl)F)=O (R)-1-(1-acryloylpiperidin-3-yl)-3-(4-(3-chloro-2-fluorophenoxy)phenyl)-1H-imidazo[4,5-c]pyridin-2(3H)-one